5-(2,3-Dichloro-phenyl)-6-methyl-2-(5-methyl-hexahydro-pyrrolo[3,4-c]pyrrol-2-yl)-pyrimidine-4-carboxylic acid amide ClC1=C(C=CC=C1Cl)C=1C(=NC(=NC1C)N1CC2CN(CC2C1)C)C(=O)N